O1CCCC12OCC(CC2)O 1,6-dioxaspiro[4.5]decan-8-ol